ClC1=C(C(=C(C=C1OC)OC)Cl)C=1N=C(C2=C(N1)C=NC(=C2)N[C@H]2[C@H](COC2)NC(C=C)=O)N2CC1(C2)CCC1 N-((3R,4S)-4-((2-(2,6-dichloro-3,5-dimethoxyphenyl)-4-(2-azaspiro[3.3]heptan-2-yl)pyrido[3,4-d]pyrimidin-6-yl)amino)tetrahydrofuran-3-yl)acrylamide